1,3,5-tris(prop-2-enyl)-1,3,5-triazine-2,4-dione C(C=C)N1C(N(C(N(C1)CC=C)=O)CC=C)=O